NC[C@H](CO)O (R)-3-aminopropane-1,2-diol